di-tert-butyl (2S)-2-({[(2S)-6-{[(2R)-2-amino-3-(5-chloro-1-benzothiophen-3-yl)propanoyl]amino}-1-tert-butoxy-1-oxohexan-2-yl]carbamoyl}amino)pentanedioate N[C@@H](C(=O)NCCCC[C@@H](C(=O)OC(C)(C)C)NC(=O)N[C@H](C(=O)OC(C)(C)C)CCC(=O)OC(C)(C)C)CC1=CSC2=C1C=C(C=C2)Cl